cyclodecylboric acid C1(CCCCCCCCC1)OB(O)O